2-[2-cyclopropyl-6-[4-cyclopropyl-2-[[(3S)-3-methylpiperidin-1-yl]methyl]-7-oxo-1H-pyrrolo[2,3-c]pyridin-6-yl]pyridin-4-yl]-5-fluoro-N,N-dimethylbenzamide C1(CC1)C1=NC(=CC(=C1)C1=C(C(=O)N(C)C)C=C(C=C1)F)N1C(C2=C(C(=C1)C1CC1)C=C(N2)CN2C[C@H](CCC2)C)=O